CNC(=O)C1=NC=C(C=C1)N1CCNCC1 N-methyl-5-piperazin-1-yl-pyridine-2-carboxamide